(R)-2-((S)-2-(3-((3-(3-(2-aminoethoxy)propanamido)propyl)amino)phenyl)-2-(isoindolin-2-yl)acetamido)-N-(4-hydroxybenzyl)-5-((Z)-2-((2-propionamidoethyl)carbamoyl)guanidino)pentanamide NCCOCCC(=O)NCCCNC=1C=C(C=CC1)[C@@H](C(=O)N[C@@H](C(=O)NCC1=CC=C(C=C1)O)CCCN\C(=N/C(NCCNC(CC)=O)=O)\N)N1CC2=CC=CC=C2C1